CC=1C=NC=C(C1OC1=CC2=CN(N=C2C=C1C=1C2=C(C(N(C1)C)=O)NC(=C2)C(=O)NCC)CC(C)(C)O)C 4-(5-((3,5-dimethylpyridin-4-yl)oxy)-2-(2-hydroxy-2-methylpropyl)-2H-indazol-6-yl)-N-ethyl-6-methyl-7-oxo-6,7-dihydro-1H-pyrrolo[2,3-c]pyridine-2-carboxamide